5,7-di-tert-butyl-3-(4-(2-hydroxyethoxy)phenyl)benzofuran-2-one C(C)(C)(C)C=1C=C(C2=C(C(C(O2)=O)C2=CC=C(C=C2)OCCO)C1)C(C)(C)C